(3S,4S)-1-(4-((R)-4-methyl-3-(tetradecylcarbamoyl)piperazine-1-carbonyl)benzoyl)-N3,N4-bis((1S,2R)-2-phenylcyclopropyl)pyrrolidine-3,4-dicarboxamide formate C(=O)O.CN1[C@H](CN(CC1)C(=O)C1=CC=C(C(=O)N2C[C@H]([C@@H](C2)C(=O)N[C@@H]2[C@H](C2)C2=CC=CC=C2)C(=O)N[C@@H]2[C@H](C2)C2=CC=CC=C2)C=C1)C(NCCCCCCCCCCCCCC)=O